CC12CN(CCC1CN(C2)S(=O)(=O)N)C=2C1=C(N=CN2)NC=C1 3a-methyl-5-(7H-pyrrolo[2,3-d]pyrimidin-4-yl)-1,3,4,6,7,7a-hexahydropyrrolo[3,4-c]pyridine-2-sulfonamide